ClC1=NC=C(C(=C1)NC[C@H](CO)F)I (R)-3-((2-Chloro-5-iodopyridin-4-yl)amino)-2-fluoropropan-1-ol